3-(5-(1-(3-chloro-1H-indole-2-carbonyl)piperidin-4-yl)-1-oxoisoindolin-2-yl)piperidine-2,6-dione ClC1=C(NC2=CC=CC=C12)C(=O)N1CCC(CC1)C=1C=C2CN(C(C2=CC1)=O)C1C(NC(CC1)=O)=O